C(C)(C)(C)OC(=O)N1CCN(CC1)C1=CC=C(C=C1)C=1C=C2C(=NC1)NC=C2C(C2=C(C(=CC=C2F)NS(N(C)CC)(=O)=O)F)=O.C2(CCCCC2)C2CC(CCC2)C2CCCCC2 1,3-dicyclohexyl-cyclohexane tert-butyl-4-[4-[3-[3-[[ethyl(methyl)sulfamoyl]amino]-2,6-difluoro-benzoyl]-1H-pyrrolo[2,3-b]pyridin-5-yl]phenyl]piperazine-1-carboxylate